tert-butyl 5-amino-4-(6-bromo-7-(((1S,4S)-4-((tert-butyldimethylsilyl) oxy)cyclohexyl)oxy)-1-oxoisoindolin-2-yl)-5-oxopentanoate NC(C(CCC(=O)OC(C)(C)C)N1C(C2=C(C(=CC=C2C1)Br)OC1CCC(CC1)O[Si](C)(C)C(C)(C)C)=O)=O